O1NC=CCC(C1)=O Oxazepine-6(5H)-one